[(1s)-1-[2-(3-cyano-5-methyl-pyrazol-1-yl)-6-[5-[(6-methylpyridazin-3-yl)amino] benzimidazol-1-yl]-3-pyridyl] ethyl] acetate C(C)(=O)O[C@@H](C)C=1C(=NC(=CC1)N1C=NC2=C1C=CC(=C2)NC=2N=NC(=CC2)C)N2N=C(C=C2C)C#N